4-(4-((5-(difluoromethyl)pyridin-3-yl)oxy)pyridin-2-yl)-2-ethylbenzamide FC(C=1C=C(C=NC1)OC1=CC(=NC=C1)C1=CC(=C(C(=O)N)C=C1)CC)F